[Cl-].C(C(=C)C)(=O)NCC[N+]1=CC(=CC=C1)I 1-(2-Methacrylamidoethyl)-3-iodopyridinium chloride